P(OC1=C(C=C(C(=C1)C)C(CCC)C1=CC(=C(C=C1C)OP(OCCCCCCCCCCCCC)OCCCCCCCCCCCCC)C(C)(C)C)C(C)(C)C)(OCCCCCCCCCCCCC)OCCCCCCCCCCCCC butane-1,1-diylbis(2-(tert-butyl)-5-methyl-4,1-phenylene) tetra(tridecyl) bis(phosphite)